FC1(C(C=CC=C1)(N)F)N 1,2-difluoro-o-phenylenediamine